5-chloro-8-iodoimidazo[1,2-a]pyridine-3-carbonitrile ClC1=CC=C(C=2N1C(=CN2)C#N)I